imidazole-1-yl-methanol N1(C=NC=C1)CO